COC1=NC=C(C2=C1N=C(S2)[NH-])C=2SC=CC2 (4-methoxy-7-thiophen-2-yl-thiazolo[4,5-c]pyridin-2-yl)-amid